(2S,3R,11bR)-3-isobutyl-9,10-dimethoxy-1,3,4,6,7,11b-hexahydro-2H-pyrido[2,1-a]isoquinolin-2-ol C(C(C)C)[C@H]1[C@H](C[C@H]2N(CCC3=CC(=C(C=C23)OC)OC)C1)O